(S)-4-((1-(5-chloro-3-cyclopropyl-4-oxo-3,4-dihydroquinazolin-2-yl)ethyl)amino)quinazoline-6-carbonitrile ClC1=C2C(N(C(=NC2=CC=C1)[C@H](C)NC1=NC=NC2=CC=C(C=C12)C#N)C1CC1)=O